FC1=C(C(=CC=C1)F)C1=C(C=CC=C1)C1CC(=NO1)N1C[C@H](CC1)NS(=O)(=O)C N-{(3S)-1-[5-(2',6'-difluoro[1,1'-biphenyl]-2-yl)-4,5-dihydro-1,2-oxazol-3-yl]pyrrolidin-3-yl}methanesulfonamide